6-(5-(Difluoromethoxy)-1H-indazol-3-yl)-2-methyl-4-morpholinopyridazin-3(2H)-one FC(OC=1C=C2C(=NNC2=CC1)C=1C=C(C(N(N1)C)=O)N1CCOCC1)F